O(C1=CC=CC=C1)C1=CC=C(C=C1)C1=CN(C=2N=CN=C(C21)N)COCC[Si](C)(C)C 5-(4-phenoxyphenyl)-7-((2-(trimethylsilyl)ethoxy)methyl)-7H-pyrrolo[2,3-d]pyrimidin-4-amine